ClC=1C(=NC(=NC1)NC1CCOCC1)C=1N=C2N(CCN(C2=O)[C@@H](C(=O)N[C@H](CO)C2=CC(=CC(=C2)OC)F)C)C1 (R)-2-(2-(5-chloro-2-((tetrahydro-2H-pyran-4-yl)amino)pyrimidin-4-yl)-8-oxo-5,6-dihydroimidazo[1,2-a]pyrazin-7(8H)-yl)-N-((S)-1-(3-fluoro-5-methoxyphenyl)-2-hydroxyethyl)propanamide